COC1=C(C=C(C=C1O)C1=CC=CC=C1)O 4-methoxy-3,5-dihydroxybiphenyl